(2,4-dimethoxyBenzyl)carbamic acid tert-butyl ester C(C)(C)(C)OC(NCC1=C(C=C(C=C1)OC)OC)=O